oxazol-4-yl(7-(4-(trifluoromethyl)phenoxy)-3,4-dihydroisoquinolin-2(1H)-yl)methanone O1C=NC(=C1)C(=O)N1CC2=CC(=CC=C2CC1)OC1=CC=C(C=C1)C(F)(F)F